P(=O)(OOC(CCCCCCCCCCCCCCCCC)C(C)CC)([O-])[O-] sec-butyloctadecyloxy phosphate